C(CCCC)OC(CCC/C=C/CCO)OCCCCC (3E)-8,8-dipentyloxy-3-octen-1-ol